fluorenyl-(dimethylsilyl)2-methyl-3-benzylindenyl-zirconium dichloride [Cl-].[Cl-].C1(=CC=CC=2C3=CC=CC=C3CC12)[Zr+2](C1C(=C(C2=CC=CC=C12)CC1=CC=CC=C1)C)[SiH](C)C